FC=1C2=CN(N=C2C=C(C1)C#N)CC1=C2C=CNC2=C(C=C1OC)C 4-fluoro-2-((5-methoxy-7-methyl-1H-indol-4-yl)methyl)-2H-indazole-6-carbonitrile